4-(6-chloro-8-fluoro-4-(hexahydrofuro[3,4-b]pyrazin-1(2H)-yl)-2-(((S)-1-methylpyrrolidin-2-yl)meth-oxy)quinazolin-7-yl)benzo-[d]thiazol-2-amine ClC=1C=C2C(=NC(=NC2=C(C1C1=CC=CC2=C1N=C(S2)N)F)OC[C@H]2N(CCC2)C)N2C1C(NCC2)COC1